N1CC(CCC1)C(=O)N1CCN(CC1)C1=CC=NC2=CC=CC=C12 Piperidin-3-yl-(4-(quinolin-4-yl)piperazin-1-yl)methanone